(2S,3S,5R)-3-[(tert-butyldimethylsilyl)oxy]-5-(2-{[(4-methoxyphenyl)diphenylmethyl]amino}-6-oxo-1H-purin-9-yl)oxolane-2-carbaldehyde [Si](C)(C)(C(C)(C)C)O[C@@H]1[C@H](O[C@H](C1)N1C=2N=C(NC(C2N=C1)=O)NC(C1=CC=CC=C1)(C1=CC=CC=C1)C1=CC=C(C=C1)OC)C=O